FC(C(N1CC(NCC1)=O)=O)(F)C1=CC=C(C=C1)NC(OCC1=CC=C(C=C1)Cl)=O 4-chlorobenzyl (4-(1,1-difluoro-2-oxo-2-(3-oxopiperazin-1-yl)ethyl)phenyl)carbamate